C(=O)(OC(C)(C)C)ON Boc-oxyamine